N,N-dimethyl-erucyl-1,3-propylenediamine CN(CCCNCCCCCCCCCCCC\C=C/CCCCCCCC)C